The molecule is an organic sodium salt that is the dihydrate form of tolmetin sodium. Used as a nonselective nonsteroidal anti-inflammatory drug. It has a role as an EC 1.14.99.1 (prostaglandin-endoperoxide synthase) inhibitor and a non-steroidal anti-inflammatory drug. It is an organic sodium salt and a hydrate. It contains a tolmetin sodium. CC1=CC=C(C=C1)C(=O)C2=CC=C(N2C)CC(=O)[O-].O.O.[Na+]